N-(cis-2-(biphenyl-3-ylmethyl)-1-(2-methylbutanoyl)pyrrolidin-3-yl)methanesulfonamide C1(=CC(=CC=C1)C[C@@H]1N(CC[C@@H]1NS(=O)(=O)C)C(C(CC)C)=O)C1=CC=CC=C1